trimethylphenyl vinyl sulfone C(=C)S(=O)(=O)C1=C(C(=C(C=C1)C)C)C